N-{(1S)-1-cyano-2-[(3S)-2-oxopiperidin-3-yl]ethyl}-N2-{[(9H-fluoren-9-yl)methoxy]carbonyl}-L-leucinamide C(#N)[C@H](C[C@H]1C(NCCC1)=O)NC([C@@H](NC(=O)OCC1C2=CC=CC=C2C=2C=CC=CC12)CC(C)C)=O